C(C(C)C)C1(NC=NN1)C(=O)OCC Ethyl 5-isobutyl-4H-1,2,4-triazol-5-carboxylate